C(#C)C1=C2C(=CC(=CC2=CC=C1)O)C1=C(C=2N=C(N=C(C2C=N1)N1CC2CNCC2C1)OCC12CCCN2CCC1)F 5-ethynyl-4-(8-fluoro-4-(hexahydropyrrolo[3,4-c]pyrrol-2(1H)-yl)-2-((tetrahydro-1H-pyrrolizin-7a(5H)-yl)methoxy)pyrido[4,3-d]pyrimidin-7-yl)naphthalen-2-ol